C(C)(=O)O[C@H]1[C@@H](O[C@@H]([C@H]([C@@H]1OC(C)=O)OC(C)=O)COC(C)=O)C1=CC(=C(C=C1)Cl)CC1=CC=C(C=C1)OCC (1S)-2,3,4,6-tetra-O-acetyl-1,5-anhydro-1-[4-chloro-3-(4-ethoxybenzyl)phenyl]-D-glucitol